N-[(6-Amino-2-pyridyl)sulfonyl]-6-(2,6-dimethoxy-3-pyridyl)-2-(2,4,6-trimethylphenoxy)pyridin-3-carboxamid NC1=CC=CC(=N1)S(=O)(=O)NC(=O)C=1C(=NC(=CC1)C=1C(=NC(=CC1)OC)OC)OC1=C(C=C(C=C1C)C)C